Cl.FC1=CC=C(C=C1)C(CN1CCC(CC1)CNC)=O 1-(4-fluorophenyl)-2-(4-((methylamino)methyl)piperidin-1-yl)ethan-1-one, hydrochloride salt